5-(2-Chloro-3-fluoro-phenyl)-3-((S)-2-methoxy-1-methyl-ethyl)-2,4-dioxo-3,4-dihydro-2H-pyrimidin ClC1=C(C=CC=C1F)C=1C(N(C(NC1)=O)[C@H](COC)C)=O